(R)-4-((3-(2-fluoroacrylamido)piperidin-1-yl)methyl)-N-(4-(4-morpholino-7H-pyrrolo[2,3-d]pyrimidin-6-yl)phenyl)picolinamide FC(C(=O)N[C@H]1CN(CCC1)CC1=CC(=NC=C1)C(=O)NC1=CC=C(C=C1)C1=CC2=C(N=CN=C2N2CCOCC2)N1)=C